1-ethyl-N-((1S)-((1r,4S)-4-methylcyclohexyl)(7-(((5S)-2-oxo-5-(trifluoromethyl)pyrrolidin-3-yl)methyl)imidazo[1,2-b]pyridazin-2-yl)methyl)-1H-pyrazole-5-carboxamide C(C)N1N=CC=C1C(=O)N[C@H](C=1N=C2N(N=CC(=C2)CC2C(N[C@@H](C2)C(F)(F)F)=O)C1)C1CCC(CC1)C